Ethyl 2-chloro-4-(3'-(cyclohexylmethoxy)-2-methoxybiphenyl-3-ylamino)pyrimidine-5-carboxylate ClC1=NC=C(C(=N1)NC=1C(=C(C=CC1)C1=CC(=CC=C1)OCC1CCCCC1)OC)C(=O)OCC